BrCCCCCCOC(CCCCC(OCC#CCCCCC)OCC#CCCCCC)=O 6,6-bis(oct-2-yn-1-yloxy)hexanoic acid 6-bromohexyl ester